isoxazole-5-carboxylic acid trifluoroacetate salt FC(C(=O)O)(F)F.O1N=CC=C1C(=O)O